(1S,2S)-(+)-2-amino-1-(4-nitrophenyl)-1,3-propylene glycol N[C@H]([C@H](C1=CC=C(C=C1)[N+](=O)[O-])O)CO